C(#N)C1=CC(=NC=C1)N1C=C(C2=C1N=CN=C2N2C[C@H](N(C[C@@H]2C)C(=O)Cl)C)C(F)(F)F (2R,5S)-4-(7-(4-Cyanopyridin-2-yl)-5-(trifluoromethyl)-7H-pyrrolo[2,3-d]pyrimidin-4-yl)-2,5-dimethylpiperazine-1-carbonyl chloride